C([O-])([O-])=O.[Mn+2].C1(=CC=CC=C1)C(=O)C1=CC=C(C=C1)C Phenyl-(p-tolyl)methanone manganese carbonate salt